(2-(tert-Butyl)-5-chloro-1H-benzo[d]imidazol-1-yl)(phenyl)methanone C(C)(C)(C)C1=NC2=C(N1C(=O)C1=CC=CC=C1)C=CC(=C2)Cl